NC1=C2C(=NC=N1)N(N=C2C2=CC=C(C=C2)OC2=CC=CC=C2)C2CCN(CC2)C2CCN(CC2)CC2CN(C2)C=2C=C1C(N(C(C1=CC2)=O)C2C(NC(CC2)=O)=O)=O 5-(3-((4-(4-amino-3-(4-phenoxyphenyl)-1H-pyrazolo[3,4-d]pyrimidin-1-yl)-[1,4'-bipiperidin]-1'-yl)methyl)azetidin-1-yl)-2-(2,6-dioxopiperidin-3-yl)isoindoline-1,3-dione